5-chloro-3-(4-((R)-hexahydropyrazino[2,1-c][1,4]oxazin-8(1H)-yl)-3-hydroxyphenyl)-1-(tetrahydro-2H-pyran-2-yl)-1H-indazole-6-carbaldehyde ClC=1C=C2C(=NN(C2=CC1C=O)C1OCCCC1)C1=CC(=C(C=C1)N1C[C@@H]2COCCN2CC1)O